ClC1=CC(=CNN1C([2H])([2H])[2H])NC1=C(C(=CC=C1)C1=NN(C=N1)C)OC 6-chloro-4-((2-methoxy-3-(1-methyl-1H-1,2,4-triazol-3-yl)phenyl)amino)-N-(methyl-d3)pyridazine